CS(=O)(=O)C=1N=CC2=C(N1)N=C(C=C2C#C[Si](C(C)C)(C(C)C)C(C)C)NC(C)=O N-{2-methanesulfonyl-5-[2-(triisopropylsilyl)ethynyl]pyrido[2,3-d]pyrimidin-7-yl}acetamide